NC1=NC=C(C=N1)C(=O)OCC ethyl 2-aminopyrimidine-5-carboxylate